C(#N)C1=NC2=CC(=CC(=C2N=C1N1C(COCC1)C)[C@@H](C)NC1=C(C(=O)O)C=CC=C1)C 2-(((1R)-1-(2-cyano-7-methyl-3-(3-methylmorpholino)quinoxalin-5-yl)-ethyl)amino)benzoic acid